6'-(propylmethylamino)-3'-methyl-2'-anilino-spiro[isobenzofuran-1(3H),9'-[9H]xanthene]-3-one C(CC)N(C=1C=C2OC=3C=C(C(=CC3C3(C2=CC1)OC(C1=CC=CC=C13)=O)NC1=CC=CC=C1)C)C